FC(CCCC(C(=O)N)(CC(=O)N)CCC(F)(F)F)(F)F (4,4,4-trifluorobutyl)-2-(3,3,3-trifluoropropyl)succinamide